N-methylthiophen-3-carboxamid CNC(=O)C1=CSC=C1